ClC1=C(C=CC=C1B1OC(C(O1)(C)C)(C)C)C1=CC=C(C(=N1)OC)CN(C(OC(C)(C)C)=O)C[C@H]1NC(CC1)=O (S)-tert-Butyl ((6-(2-chloro-3-(4,4,5,5-tetramethyl-1,3,2-dioxaborolan-2-yl)phenyl)-2-methoxypyridin-3-yl)methyl)((5-oxopyrrolidin-2-yl)methyl)carbamate